OC(C(C)(C=1C=NN(C1)C)C)C1=CC=C(C=N1)NC(OC(C)(C)C)=O tert-butyl (6-(1-hydroxyl-2-methyl-2-(1-methyl-1H-pyrazol-4-yl)propyl)pyridin-3-yl)carbamate